1-(3,4-dimethoxybenzyl)-5-(2-(pentylsulfonyl)-6-(trifluoromethyl)pyrimidin-4-yl)pyridin-2(1H)-one COC=1C=C(CN2C(C=CC(=C2)C2=NC(=NC(=C2)C(F)(F)F)S(=O)(=O)CCCCC)=O)C=CC1OC